N-(3-(7-fluoro-5-oxo-1-thioxo-1,2-dihydro-[1,2,4]triazolo[4,3-a]quinazolin-4(5H)-yl)propyl)piperidine-3-carboxamide FC=1C=C2C(N(C=3N(C2=CC1)C(NN3)=S)CCCNC(=O)C3CNCCC3)=O